ClC1=NN2C(C(=N1)N[C@@H]1[C@H](C3CCC1CC3)C(=O)OCC)=C(C=C2)Cl ethyl (1R,2S,3S,4R)-3-((2,5-dichloropyrrolo[2,1-f][1,2,4]triazin-4-yl)amino)bicyclo[2.2.2]octane-2-carboxylate